3-fluoro-N-(3-fluorophenyl)-1-methyl-N-((5-(5-(trifluoromethyl)-1,3,4-oxadiazol-2-yl)pyridin-2-yl)methyl)azetidine-3-carboxamide FC1(CN(C1)C)C(=O)N(CC1=NC=C(C=C1)C=1OC(=NN1)C(F)(F)F)C1=CC(=CC=C1)F